[(3S,3aR,6S,6aR)-6-(tert-butoxycarbonylamino)-2,3,3a,5,6,6a-hexahydrofuro[3,2-b]furan-3-yl]carbamate C(C)(C)(C)OC(=O)N[C@H]1CO[C@H]2[C@@H]1OC[C@@H]2NC([O-])=O